ethyl 2-((2-((5-chloro-2-(1H-tetrazole-1-yl)phenyl)amino)-2-oxoethyl)amino)-3-(4-fluorophenyl)propanoate ClC=1C=CC(=C(C1)NC(CNC(C(=O)OCC)CC1=CC=C(C=C1)F)=O)N1N=NN=C1